C(COCCN(CC(=O)O)CC(=O)O)OCCN(CC(=O)O)CC(=O)O ethylenebis(oxyethylenenitrilo)tetraacetic acid